4-(5-(azetidin-1-yl)-1H-benzo[d]imidazol-2-yl)-3-fluoro-6-methoxybenzene-1,2-diol N1(CCC1)C1=CC2=C(NC(=N2)C=2C(=C(C(=C(C2)OC)O)O)F)C=C1